FC(COC=1C=NC(=NC1)N)F 5-(2,2-difluoroethoxy)pyrimidin-2-amine